C(C1=CC=CC=C1)OC(N[C@H](C(=O)NC=1C(N(C=CC1)CC1=NC2=C(N1C)C(=CC=C2)OCC(C)C)=O)CC\C=C\C(=O)N(C)C)=O Benzyl-(S,E)-(7-(dimethylamino)-1-((1-((7-isobutoxy-1-methyl-1H-benzo[d]imidazol-2-yl)methyl)-2-oxo-1,2-dihydropyridin-3-yl)amino)-1,7-dioxohept-5-en-2-yl)carbamat